O(C1=CC=CC=C1)C1=CC=C(C=C1)C1=NN(C2=NC=NC(=C21)N)CCNCC2=C(C(=C(C(=C2SC)F)F)F)F 3-(4-phenoxyphenyl)-1-(2-((2,3,4,5-tetrafluoro-6-(methylthio)benzyl)amino)ethyl)-1H-pyrazolo[3,4-d]pyrimidin-4-amine